CCCCCCCCCCCC/C=C/CC(=O)O[C@H](COC(=O)CCCCCCC/C=C\\C/C=C\\C/C=C\\CC)COP(=O)(O)OCC(CO)O The molecule is a phosphatidylglycerol (18:3/16:1) in which the 1- and 2-acyl groups are specified as alpha-linolenoyl and (3E)-hexadecenoyl respectively. It has a role as a Brassica napus metabolite. It is a phosphatidylglycerol 18:3/16:1 and a L-alpha-phosphatidylglycerol.